ClC=1C=C2C=NN(C2=CC1[C@H]1C[C@@H](N(CC1)C(=O)OC(C)(C)C)C)C=1C=NN(C1)C tert-butyl (2S,4R)-4-(5-chloro-1-(1-methyl-1H-pyrazol-4-yl)-1H-indazol-6-yl)-2-methylpiperidine-1-carboxylate